1-(3-(Bromomethyl)-6-fluoropyridin-2-yl)dihydropyrimidine-2,4(1H,3H)-dione BrCC=1C(=NC(=CC1)F)N1C(NC(CC1)=O)=O